N-(4-(chlorodifluoromethoxy)phenyl)-1,3-dimethyl-7-(1H-pyrazol-5-yl)indoline-5-carboxamide ClC(OC1=CC=C(C=C1)NC(=O)C=1C=C2C(CN(C2=C(C1)C1=CC=NN1)C)C)(F)F